2-butyloctyl 3-ethyl-13-hexyl-7-(2-hydroxyethyl)-11-oxo-10,12-dioxa-3,7-diaza-docosane-22-oate C(C)N(CC)CCCN(CCOC(OC(CCCCCCCCC(=O)OCC(CCCCCC)CCCC)CCCCCC)=O)CCO